N1C=NC=C2C1=CN=C2 pyrrolo[3,4-d]pyrimidin